1,1,1-trifluoro-2,2-bis(3-(1-hydroxy-1-trifluoromethyl-2,2,2-trifluoroethyl)-4-aminophenyl)ethane FC(C(C1=CC(=C(C=C1)N)C(C(F)(F)F)(O)C(F)(F)F)C1=CC(=C(C=C1)N)C(C(F)(F)F)(C(F)(F)F)O)(F)F